Ethyl 4-(difluoromethoxy)-5-(4-fluorophenyl)-1-methyl-1H-pyrazole-3-carboxylate FC(OC=1C(=NN(C1C1=CC=C(C=C1)F)C)C(=O)OCC)F